CC1=C(C(=O)NC2(CC2)C2=C3C=CC(=NC3=CC(=C2)NS(=O)(=O)C)C)C=C(C=C1)OC[C@H]1N(CC1)C (S)-2-Methyl-N-(1-(2-methyl-7-(methylsulfonamido)quinolin-5-yl)cyclopropyl)-5-((1-methylazetidin-2-yl)methoxy)benzamide